C(C)C1(C(NCC1)=O)C(=O)NNC(=O)C=1C(=NC=CC1)NC1=CC=C(C=C1)S(F)(F)(F)(F)F N'-(3-ethyl-2-oxo-pyrrolidine-3-carbonyl)-2-[4-(pentafluoro-λ6-sulfanyl)anilino]pyridine-3-carbohydrazide